C(C=C)N(C(C1=CC=C(C=C1)C)=O)CC=C N,N-diallyl-4-methylbenzamide